N-(5-(6-(8-oxa-3-azabicyclo[3.2.1]octan-3-yl)-[1,2,4]triazolo[1,5-a]pyridin-2-yl)-8-(methylamino)-2,7-naphthyridin-3-yl)cyclopropanecarboxamide C12CN(CC(CC1)O2)C=2C=CC=1N(C2)N=C(N1)C1=C2C=C(N=CC2=C(N=C1)NC)NC(=O)C1CC1